N=1N(N=CC1)C(C)(C)C1=NN(C(=C1)C1(NC=C(C(=N1)NCC)C(F)(F)F)N)C1CC1 2-(3-(2-(2H-1,2,3-triazol-2-yl)propan-2-yl)-1-cyclopropyl-1H-pyrazol-5-yl)-N4-ethyl-5-(trifluoromethyl)pyrimidine-2,4-diamine